methylbismuthanone C[Bi]=O